N-(1-(tert-butyl)-6-cyano-4,7-difluoro-1H-benzo[d]imidazol-2-yl)-2-(2,2,3,3-tetrafluorocyclobutyl)acetamide C(C)(C)(C)N1C(=NC2=C1C(=C(C=C2F)C#N)F)NC(CC2C(C(C2)(F)F)(F)F)=O